C(C)(C)(C)OC(=O)N1CC(CC1)N1C=C(C2=C1N=CN=C2Cl)I 3-(4-chloro-5-iodo-7H-pyrrolo[2,3-d]pyrimidin-7-yl)pyrrolidine-1-carboxylic acid tert-butyl ester